NC1=NC2=C(C=C(C=C2C=N1)C=1C(=C(C=CC1F)NS(=O)(=O)C1=CC(=CC=2C(COC21)O)Cl)F)CC N-(3-(2-amino-8-ethylquinazolin-6-yl)-2,4-difluorophenyl)-5-chloro-3-hydroxy-2,3-dihydrobenzofuran-7-sulfonamide